tert-butyl N-{[5-(2-fluorophenyl)-1-{3-[(morpholine-4-sulfonyl) amino] benzenesulfonyl}-1H-pyrrol-3-yl] methyl}-N-methylcarbamate FC1=C(C=CC=C1)C1=CC(=CN1S(=O)(=O)C1=CC(=CC=C1)NS(=O)(=O)N1CCOCC1)CN(C(OC(C)(C)C)=O)C